C1(CC1)C=1C2=C(C(NC1)=O)NC(=C2)CN2[C@H](CN(CC2)C)C(C)C 4-cyclopropyl-2-[[(2s)-4-methyl-2-propan-2-ylpiperazin-1-yl]methyl]-1,6-dihydropyrrolo[2,3-c]pyridin-7-one